N-acetyl-D-serine methyl ester COC([C@H](NC(C)=O)CO)=O